C12(CC3CC(CC(C1)C3)C2)NC(NCCCCCCCCCCCC(=O)O)=O 12-(3-adamantan-1-ylureido)-dodecanoic acid